(3'S,5S)-1'-(2-chloro-3-methoxyphenyl)-2-(2-ethoxypyridin-3-yl)-3'-ethyl-7-[[(2R)-pyrrolidin-2-yl]methyl]spiro[6,8-dihydro-1,7-naphthyridine-5,4'-piperidine] ClC1=C(C=CC=C1OC)N1C[C@H]([C@@]2(CC1)C=1C=CC(=NC1CN(C2)C[C@@H]2NCCC2)C=2C(=NC=CC2)OCC)CC